difluoro-3-aminopyridine FC1=C(C(=NC=C1)F)N